O=C1NC(CCC1N1C(N(C2=C1C=CC(=C2)C#CCCC=2C(=NC=CC2)C(=O)N)C)=O)=O (4-(1-(2,6-dioxopiperidin-3-yl)-3-methyl-2-oxo-2,3-dihydro-1H-benzo[d]imidazol-5-yl)but-3-yn-1-yl)picolinamide